CC1=NOC(=C1C1=CC(=C2C=3N([C@H](COC31)C3=NC=CC=C3)C(N2)=O)C=2C=NC=NC2)C (4S)-7-(3,5-dimethylisoxazol-4-yl)-4-pyridin-2-yl-9-pyrimidin-5-yl-4,5-dihydroimidazo[1,5,4-de][1,4]benzoxazin-2(1H)-one